1-[4-(1,1-dimethylethyl)phenyl]-4-[4-(diphenylmethoxy)-1-piperidinyl]-1-butanone hydrochloride salt Cl.CC(C)(C)C1=CC=C(C=C1)C(CCCN1CCC(CC1)OC(C1=CC=CC=C1)C1=CC=CC=C1)=O